magnesium decylbenzenesulfonate C(CCCCCCCCC)OS(=O)(=O)C1=CC=CC=C1.[Mg]